C1=CC=CC=2C3=CC=CC=C3C(C12)N1CCN(CC1)C1=C(C=C(C(=O)N)C=C1)NC(=O)NC1=CC=CC=C1 4-[4-(9H-fluoren-9-yl)-1-piperazinyl]-3-[[(phenylamino)carbonyl]amino]-benzamide